5-carboxycytidine-5'-triphosphate P(O)(=O)(OP(=O)(O)OP(=O)(O)O)OC[C@@H]1[C@H]([C@H]([C@@H](O1)N1C(=O)N=C(N)C(=C1)C(=O)O)O)O